tert-butyl (1,3-dioxo-1,3-dihydro-2H-isoindol-2-yl)carbamate O=C1N(C(C2=CC=CC=C12)=O)NC(OC(C)(C)C)=O